C(C)(C)(C)OC(=O)N1CC=2N(CC1)C1=C(N2)C=CC=C1Br.CC=1NC(=C(C1C(C)=O)C1=CC=CC=C1)C1=NC2=C(N1)C=CC(=C2)N2CCOCC2 1-(2-methyl-5-(5-morpholinyl-1H-benzo[d]imidazol-2-yl)-4-phenyl-1H-pyrrol-3-yl)ethan-1-one tert-butyl-6-bromo-3,4-dihydrobenzo[4,5]imidazo[1,2-a]pyrazine-2(1H)-carboxylate